C(C)(C)(C)OC(=O)N[C@H]1[C@H]2CC[C@@H](C1)N2C(=O)OCC2=CC=CC=C2 benzyl (1R,2R,4S)-2-((tert-butoxycarbonyl) amino)-7-azabicyclo[2.2.1]heptane-7-carboxylate